tert-butyl 2-[4-[4-[[(4S)-8-chlorochroman-4-yl]carbamoylamino]thiazol-2-yl]phenyl]pyrrolidine-1-carboxylate ClC=1C=CC=C2[C@H](CCOC12)NC(=O)NC=1N=C(SC1)C1=CC=C(C=C1)C1N(CCC1)C(=O)OC(C)(C)C